2-(3-((2-methoxy-4-(methylsulfonyl)phenyl)amino)prop-1-yn-1-yl)-N-(1-(tetrahydrofuran-3-yl)piperidin-4-yl)-1-(2,2,2-trifluoroethyl)-1H-indol-4-amine COC1=C(C=CC(=C1)S(=O)(=O)C)NCC#CC=1N(C=2C=CC=C(C2C1)NC1CCN(CC1)C1COCC1)CC(F)(F)F